BrC=1C=C(C=C2C(N(C(=NC12)C1CCOCC1)C1CC1)=O)F 8-bromo-3-cyclopropyl-6-fluoro-2-tetrahydropyran-4-yl-quinazolin-4-one